9-methylhexadeca-1,4,7,10-tetraen CC(C=CCC=CCC=C)C=CCCCCC